6-(3-(6-methylpyridin-2-yl)-1H-pyrazol-1-yl)-2-morpholino-9H-purine CC1=CC=CC(=N1)C1=NN(C=C1)C1=C2N=CNC2=NC(=N1)N1CCOCC1